(R)-4-((1-(3-(difluoromethyl)-2-fluorophenyl)ethyl)amino)-2-methyl-6-(2-oxaspiro[3.3]hept-6-yl)pyrido[3,4-d]pyridazin-1,7(2H,6H)-dione FC(C=1C(=C(C=CC1)[C@@H](C)NC1=NN(C(C=2C1=CN(C(C2)=O)C2CC1(COC1)C2)=O)C)F)F